3-[5-bromo-2-(8-chloro-4-oxo-chromen-2-yl)phenoxylpropyl]pyrrolidine-3-carboxylic acid BrC=1C=CC(=C(OCCCC2(CNCC2)C(=O)O)C1)C=1OC2=C(C=CC=C2C(C1)=O)Cl